4-[5-(2,8-dimethylimidazo[1,2-a]pyrazin-6-yl)-7-fluoro-indazol-2-yl]piperidine-1-carboxylic acid tert-butyl ester C(C)(C)(C)OC(=O)N1CCC(CC1)N1N=C2C(=CC(=CC2=C1)C=1N=C(C=2N(C1)C=C(N2)C)C)F